CN1N=C(C=C1C)C(F)(F)F 1,5-dimethyl-3-(trifluoromethyl)-1H-pyrazole